NC=1C(=C(C(=CC1)F)NC=1C(=C2C(N(C=NC2=CC1)C)=O)C)F 6-((3-Amino-2,6-difluorophenyl)amino)-3,5-dimethylquinazolin-4(3H)-one